C(C)SC=1C=C(C=NC1C=1OC2=C(N1)C=C(C=C2)SC(F)(F)F)C2(CC2)C#N 1-[5-ethylsulfanyl-6-[5-(trifluoromethyl-sulfanyl)-1,3-benzoxazol-2-yl]-3-pyridinyl]cyclopropanecarbonitrile